CN(C(=O)C1(CC(C1)NC=1N=CC2=C(N1)NC=C2C=2C=CC=1N(C2)C(=NN1)C)C)C (1r,3r)-N,N,1-trimethyl-3-((5-(3-methyl-[1,2,4]triazolo[4,3-a]pyridin-6-yl)-7H-pyrrolo[2,3-d]pyrimidin-2-yl)amino)cyclobutane-1-carboxamide